3-methyl-1,3,5-Pentanetriol CC(CCO)(CCO)O